[Si](C1=CC=CC=C1)(C1=CC=CC=C1)(C(C)(C)C)OCC=1N(C(N(N1)C1=CC(=C2C(=NC=NC2=C1)OC1=C(C=CC=C1F)Cl)O[C@H](C(F)(F)F)C)=O)CC (S)-5-(((tert-butyldiphenylsilyl)oxy)methyl)-2-(4-(2-chloro-6-fluorophenoxy)-5-((1,1,1-trifluoropropan-2-yl)oxy)quinazolin-7-yl)-4-ethyl-2,4-dihydro-3H-1,2,4-triazol-3-one